COC(=O)C1CCNC2(CCCC2)C1=O 10-oxo-6-azaspiro[4.5]decane-9-carboxylic acid methyl ester